3-chloropropyl 4-methylbenzenesulfonate CC1=CC=C(C=C1)S(=O)(=O)OCCCCl